4-((S)-1-((S)-1-((1-(3,5-difluorobenzyl)-2-methyl-1H-imidazol-4-yl)amino)-1-oxopropan-2-yl)-4,4-difluoropiperidin-3-yl)pyridine 1-oxide FC=1C=C(CN2C(=NC(=C2)NC([C@H](C)N2C[C@@H](C(CC2)(F)F)C2=CC=[N+](C=C2)[O-])=O)C)C=C(C1)F